(S)-5-bromo-2-(1-cyclopropylethyl)-7-((3-hydroxyazetidin-1-yl)sulfonyl)isoindolin-1-one BrC=1C=C2CN(C(C2=C(C1)S(=O)(=O)N1CC(C1)O)=O)[C@@H](C)C1CC1